CS(=O)(=O)C=1C=C(C(=O)N2C3CC3CC2C(=O)O)C=CC1 2-(3-(methylsulfonyl)benzoyl)-2-azabicyclo[3.1.0]hexane-3-carboxylic acid